C(#N)C=1C=C(C=CC1F)NC(=O)C1=C(N(C(=C1C)C(C(=O)N[C@@H]1C[C@@H](C1)O)=O)C)C (3-cyano-4-fluorophenyl)-5-(2-((cis-3-hydroxycyclobutyl)amino)-2-oxoacetyl)-1,2,4-trimethyl-1H-pyrrole-3-carboxamide